1-methyl-6-((4-(1-(1-(pyridin-2-yl)ethyl)-1H-benzo[d]imidazol-2-yl)piperidin-1-yl)methyl)-3-(o-tolyl)-1H-indazole CN1N=C(C2=CC=C(C=C12)CN1CCC(CC1)C1=NC2=C(N1C(C)C1=NC=CC=C1)C=CC=C2)C2=C(C=CC=C2)C